CC12CCC(CC1)N2 1-methyl-7-azabicyclo[2.2.1]heptane